4-(6-Fluoro-2-(1-(4-methoxybenzyl)-3-(trifluoromethyl)-1H-1,2,4-triazol-5-yl)imidazo[1,2-a]pyrimidin-3-yl)-N,N-dimethyl-1H-imidazole-1-sulfonamide FC=1C=NC=2N(C1)C(=C(N2)C2=NC(=NN2CC2=CC=C(C=C2)OC)C(F)(F)F)C=2N=CN(C2)S(=O)(=O)N(C)C